N-(4-ethylphenyl)-4-hydroxy-2-(tetrahydro-2H-pyran-4-yl)chroman-6-sulfonamide C(C)C1=CC=C(C=C1)NS(=O)(=O)C=1C=C2C(CC(OC2=CC1)C1CCOCC1)O